ClC1=CC=C(C=C1)S(=O)(=O)[C@]12C(OC[C@@H]2C1)=O (1R,5S)-1-((4-chloro-phenyl)sulfonyl)-3-oxabicyclo[3.1.0]hexan-2-one